1-(4-(((1-(3-(2,3-dichlorophenyl)-1H-pyrazolo[3,4-b]pyrazin-6-yl)-4-methylpiperidin-4-yl)amino)methyl)phenyl)dihydropyrimidine-2,4(1H,3H)-dione ClC1=C(C=CC=C1Cl)C1=NNC2=NC(=CN=C21)N2CCC(CC2)(C)NCC2=CC=C(C=C2)N2C(NC(CC2)=O)=O